methyl 3-methoxyethylpropionate COCCCCC(=O)OC